pyrrolidine-1,2,4-tricarboxylate N1(C(CC(C1)C(=O)[O-])C(=O)[O-])C(=O)[O-]